4-formyl-(1,1-biphenyl) C(=O)C1=CC=C(C=C1)C1=CC=CC=C1